[Pb](I)I.C(CCC)[N+](CCCC)(CCCC)CCCC Tetrabutylammonium lead iodide